(2-amino-6-methyl-4-pyridinyl)-N-tert-butyl-2-(3-cyanophenyl)pyrazolo[1,5-a]pyrimidine-5-carboxamide NC1=NC(=CC(=C1)C=1C(=NN2C1N=C(C=C2)C(=O)NC(C)(C)C)C2=CC(=CC=C2)C#N)C